O-(5,9,13,17-tetramethyloctadeca-4-enoyl)glycerol CC(=CCCC(=O)OCC(O)CO)CCCC(CCCC(CCCC(C)C)C)C